ClC1=C(C=CC=C1)C(C1=CC=CC=C1)(C1=CC=CC=C1)OC([C@@H](NC(=O)OCC1=CC=CC=C1)CCCCNC(COCCOCCN)=O)=O [(2-chlorophenyl)diphenylmethyl]-N6-(2-(2-(2-aminoethoxy)ethoxy)acetyl)-N2-((benzyloxy)carbonyl)-L-lysinate